ClC1=CC(=C(C(=O)N2C[C@H](N(CC2)C2=C(C(=O)N[C@H]3CNCC3)C=C(C=C2)C=2C(=NC=CC2)OCC)CC)C=C1)N1C[C@H](CC1)N(C)C 2-[(2R)-4-{4-chloro-2-[(3S)-3-(dimethylamino)pyrrolidin-1-yl]benzoyl}-2-ethylpiperazin-1-yl]-5-(2-ethoxypyridin-3-yl)-N-[(3R)-pyrrolidin-3-yl]benzamide